C(C)(C)(C)OC(=O)N1CCN(CC1)C=1C(=C2C(=CN1)NC(=C2C(C)C)C=2C(=C(C=1N(C2)N=CN1)C)C)C 4-(2-(7,8-dimethyl-[1,2,4]triazolo[1,5-a]pyridin-6-yl)-3-isopropyl-4-methyl-1H-pyrrolo[2,3-c]pyridin-5-yl)piperazine-1-carboxylic acid tert-butyl ester